(+)-furan O1C=CC=C1